CCOC(=O)C1(CC[NH+](CC1)CCC2=CC=C(C=C2)[NH3+])C3=CC=CC=C3 The molecule is a piperidinium ion that results from the protonation of both of the nitrogen atoms of anileridine. It is a conjugate acid of an anileridine.